Cl.BrCCNCCBr bis(2-bromoethyl)amine hydrochloride